6-fluoro-N-((6-(trifluoromethyl)pyridazin-3-yl)methyl)-3,4-dihydro-2H-pyrano[3,2-b]pyridin-4-amine FC1=CC=C2C(=N1)C(CCO2)NCC=2N=NC(=CC2)C(F)(F)F